FC=1C(=C(C=CC1F)[C@@H]1[C@@H](O[C@@]([C@@H]1C)(C(F)(F)F)C)C(=O)NC1=CC(=NC=C1C)C(=O)N)OC 4-[[(2R,3R,4R,5S)-3-(3,4-Difluoro-2-methoxy-phenyl)-4,5-dimethyl-5-(trifluoromethyl)tetrahydrofuran-2-carbonyl]amino]-5-methyl-pyridin-2-carboxamid